BrC1=CC(=NC(=C1)Cl)C#N 4-bromo-6-chloropyridine-2-carbonitrile